(3S,4aS,8aS)-2-[(R)-3-(3-fluorobenzylamino)-2-hydroxypropyl]decahydroisoquinoline-3-carboxylic acid FC=1C=C(CNC[C@H](CN2C[C@H]3CCCC[C@H]3C[C@H]2C(=O)O)O)C=CC1